2,2-Dilinoleyl-5-methanesulfonylmethyl-[1,3]-dioxane C(CCCCCCC\C=C/C\C=C/CCCCC)C1(OCC(CO1)CS(=O)(=O)C)CCCCCCCC\C=C/C\C=C/CCCCC